N(C1=CC=CC=C1)C1=C(NC2=C1C(N(CC2)C2CC2)=O)C2=CC(=NC=C2)NC(CC2=CC=C(C=C2)F)=O N-[4-(3-anilino-5-cyclopropyl-4-oxo-4,5,6,7-tetrahydro-1H-pyrrolo[3,2-c]pyridin-2-yl)pyridin-2-yl]-2-(4-fluorophenyl)acetamide